C1=C(C=CC2=CC=CC=C12)C1=NC(=NS1)C1=CC=CC=C1 5-(naphthalen-2-yl)-3-phenyl-1,2,4-thiadiazole